1-Ethyl 4-(3-(6-carbamoyl-1-(((2S,3S,4S)-3-ethyl-4-fluoro-5-oxopyrrolidin-2-yl)methoxy)-7-methoxyisoquinolin-4-yl)-1H-1,2,4-triazol-1-yl)cyclohexanecarboxylate C(N)(=O)C=1C=C2C(=CN=C(C2=CC1OC)OC[C@H]1NC([C@H]([C@H]1CC)F)=O)C1=NN(C=N1)C1CCC(CC1)C(=O)OCC